CN1CCC(CC1)C=1N=C2C(=NC1)NC=C2C2CCN(CC2)C(=O)C2=C(C=C(C=C2)OC(F)(F)F)NC(OC(C)(C)C)=O tert-butyl N-[2-[4-[2-(1-methyl-4-piperidyl)-5H-pyrrolo[2,3-b]pyrazin-7-yl]piperidine-1-carbonyl]-5-(trifluoromethoxy)phenyl]carbamate